NC1(CCN(CC1)CC1CC1)C(=O)N[C@@H](C)C1=CC=C(C(=O)OC)C=C1 Methyl 4-[{1S}-1-[[4-amino-1-(cyclopropylmethyl)piperidine-4-carbonyl]amino]ethyl]benzoate